di-ammonium carbonate C([O-])([O-])=O.[NH4+].[NH4+]